(R)-4-(2-oxopyrrolidin-1-yl)-3-(4-methylphenyl)-N-((R)-1-(3-methyl-1,2,4-oxadiazol-5-yl)ethyl)-4,5-dihydro-1H-pyrazole-1-carboxamide O=C1N(CCC1)[C@H]1C(=NN(C1)C(=O)N[C@H](C)C1=NC(=NO1)C)C1=CC=C(C=C1)C